N-(2-methoxy-6-(2-(methylamino)pyrimidin-5-yl)pyridin-3-yl)-4-methyl-1-phenyl-1H-1,2,3-triazole-5-carboxamide COC1=NC(=CC=C1NC(=O)C1=C(N=NN1C1=CC=CC=C1)C)C=1C=NC(=NC1)NC